2-Chloro-6-ethyl-4-{6-[2-(4-methoxy-2-methyl-indol-1-yl)-ethylamino]-pyrimidin-4-yl}benzoic acid ClC1=C(C(=O)O)C(=CC(=C1)C1=NC=NC(=C1)NCCN1C(=CC2=C(C=CC=C12)OC)C)CC